(6S)-6-[2-Chloro-3-(4-fluoro-anilino)phenyl]-2-imino-6-methyl-3-[(1RS,2SR,4SR)-7-oxabicyclo[2.2.1]heptan-3-yl]-hexahydropyrimidin-4-one ClC1=C(C=CC=C1NC1=CC=C(C=C1)F)[C@@]1(CC(N(C(N1)=N)C1C[C@H]2CC[C@@H]1O2)=O)C |&1:24,27|